N-(4-(diethylamino)benzyl)-4-(2-(fluoro)ethoxy)-N-(p-tolyl)benzenesulfonamide C(C)N(C1=CC=C(CN(S(=O)(=O)C2=CC=C(C=C2)OCCF)C2=CC=C(C=C2)C)C=C1)CC